NC(C)CCCCC 2-aminoheptan